N(=[N+]=[N-])[C@H]1[C@@H]([C@H]([C@@H]([C@H](C1)N=[N+]=[N-])O[C@@H]1[C@@H](CC[C@H](O1)[C@@H](C)NC(OCC1=CC=CC=C1)=O)O)O)O benzyl N-[(1R)-1-[(2S,5R,6R)-6-[(1R,2R,3S,4R,6S)-4,6-diazido-2,3-dihydroxy-cyclohexoxy]-5-hydroxy-tetrahydropyran-2-yl]ethyl]carbamate